FC(C1=CC=C(C=C1)[C@]12[C@](C3=C(C=NC=C3OC)O1)(C([C@@H]([C@H]2C2=CC=CC=C2)C(=O)OC)=O)O)F |r| rac-methyl (4bR,6R,7S,7aR)-7a-(4-(difluoromethyl)phenyl)-4b-hydroxy-4-methoxy-5-oxo-7-phenyl-4b,6,7,7a-tetrahydro-5H-cyclopenta[4,5]furo[2,3-c]pyridine-6-carboxylate